2-(difluoromethyl)-5-(6-((4-(imidazo[1,2-b]pyridazin-3-yl)-1H-1,2,3-triazol-1-yl)methyl)pyridin-3-yl)-1,3,4-oxadiazole FC(C=1OC(=NN1)C=1C=NC(=CC1)CN1N=NC(=C1)C1=CN=C2N1N=CC=C2)F